N1(CCCCC1)C1=CC=C(C=N1)C=1C=C2C(=CC=NC2=CC1)NC=1C=CC2=C(N=CS2)C1 N-(6-(6-(piperidin-1-yl)pyridin-3-yl)quinolin-4-yl)benzo[d]thiazol-5-amine